palladium (triphenylphosphine) dichloride [Cl-].[Cl-].C1(=CC=CC=C1)P(C1=CC=CC=C1)C1=CC=CC=C1.[Pd+2]